ClC=1C=C2CC(CC2=CC1)NC1=NC=C(C=N1)C(=O)N1CCC12COCCC2 (2-((5-chloro-2,3-dihydro-1H-inden-2-yl)amino)pyrimidin-5-yl)(6-oxa-1-azaspiro[3.5]non-1-yl)methanone